C(CCCCCCCCCCCCCCC)(=O)O.C(CCCCC)C(C(=O)OCC(CCCC)CC)CCCCCCCC 2-ethylhexyl hexyldecanoate (palmitate)